3-(3-(4-(4-chlorophenyl)-3,6-dihydropyridin-1(2H)-yl)propyl)-7-fluoroisoquinolin-1(2H)-one ClC1=CC=C(C=C1)C=1CCN(CC1)CCCC=1NC(C2=CC(=CC=C2C1)F)=O